(S)-2-chloro-N-(5-chloro-6-(2H-1,2,3-triazol-2-yl)pyridin-3-yl)-9-methyl-8,9-dihydropyrazolo[1,5-a]pyrido[2,3-e]pyrimidine-6(7H)-carboxamide ClC1=NN2C(N=CC3=C2[C@H](CCN3C(=O)NC=3C=NC(=C(C3)Cl)N3N=CC=N3)C)=C1